C(=O)O.CNC(=O)C1=CC=C(C=C1)C=1N=C2SC3=C(N2C1)C=CC(=C3)C(=O)NCCC3N(CCC3)C.CNC(=O)C3=CC=C(C=C3)C=3N=C1SC2=C(N1C3)C=CC(=C2)C(=O)NCCC2N(CCC2)C 2-(4-(Methylcarbamoyl)phenyl)-N-(2-(1-methyl-pyrrolidin-2-yl)ethyl)benzo[d]imidazo[2,1-b]thiazole-7-carboxamide hemiformate